Cl.NCC1=CC=C(S1)C(CSC=1C=2C(N=C(N1)C(F)(F)F)=NN(C2)CCOC)=O 1-(5-(aminomethyl)thiophen-2-yl)-2-((2-(2-methoxyethyl)-6-(trifluoromethyl)-2H-pyrazolo[3,4-d]pyrimidin-4-yl)thio)ethan-1-one hydrochloride